N1=CN=CC2=C1NCC1(C(N2)=O)CC1 8',9'-dihydrospiro[cyclopropane-1,7'-pyrimido[4,5-b][1,4]diazepine]-6'(5'H)-one